N-{(1S)-1-[({(4R)-1-[(2-cyanophenyl)sulfonyl]-3-oxohexahydro-1H-azepin-4-yl}amino)carbonyl]-3-methylbutyl}-1-methyl-1H-indole-2-carboxamide C(#N)C1=C(C=CC=C1)S(=O)(=O)N1CC([C@@H](CCC1)NC(=O)[C@H](CC(C)C)NC(=O)C=1N(C2=CC=CC=C2C1)C)=O